BrC(Cl)Cl bromomethylene dichloride